2-amino-6-(2-methoxy-4-(pyrrolidin-1-ylmethyl)benzyl)-4-((2-methoxyethyl)amino)pyrido[4,3-d]pyrimidin-5(6H)-one NC=1N=C(C2=C(N1)C=CN(C2=O)CC2=C(C=C(C=C2)CN2CCCC2)OC)NCCOC